bis(ethylenediamine) copper(II) [Cu+2].C(CN)N.C(CN)N